[N+](=O)([O-])C1=CC(=NN1)C(=O)N1CCN(CC1)C1=CC=C(C=C1)C(F)(F)F (5-Nitro-1H-pyrazol-3-yl){4-[4-(trifluoromethyl)phenyl]piperazin-1-yl}methanone